S1C(=CC=C1)CN(S(=O)(=O)CCNC(CC=1SC=CC1)=O)CC=1SC=CC1 N-{2-[bis(2-thienylmethyl)sulfamoyl]ethyl}-2-(2-thienyl)acetamide